N(=[N+]=[N-])CCCOCCOCCOCCOCCOCCNC(C1=CC=C(C=C1)C=1OC2=C(C(=CC=C2C(C1)=O)OCC=C)OCC=C)=O N-(18-azido-3,6,9,12,15-pentaoxaoctadecyl)-4-(7,8-bis(allyloxy)-4-oxo-4H-chromen-2-yl)benzamide